3-{4-[(2-amino-4-pyrimidinyl)oxy]-2-ethylphenyl}-1-[3-(difluoromethyl)phenyl]-2,4-imidazolidinedione NC1=NC=CC(=N1)OC1=CC(=C(C=C1)N1C(N(CC1=O)C1=CC(=CC=C1)C(F)F)=O)CC